Mononatrium citrat C(CC(O)(C(=O)O)CC(=O)O)(=O)[O-].[Na+]